3-(3,4-dihydroxyphenyl)acrylic acid methyl ester COC(C=CC1=CC(=C(C=C1)O)O)=O